Pyran-4-yl-ethylene O1CC=C(C=C1)C=C